propylethylphosphonite C(CC)OP([O-])CC